imidazodioxolane O1COC2=C1N=CN2